6-((2-Oxo-2,3-dihydro-1H-benzo[d]imidazol-5-yl)amino)nicotinic acid methyl ester COC(C1=CN=C(C=C1)NC1=CC2=C(NC(N2)=O)C=C1)=O